COC(CC1=C(C=C(C=C1)C#N)F)=O 2-(4-Cyano-2-fluorophenyl)acetic acid methyl ester